6-[1-(Propan-2-yl)piperidin-4-yl]-3,6-diazabicyclo[3.2.2]nonane CC(C)N1CCC(CC1)N1C2CNCC(C1)CC2